FC1([C@H](C=2C(=CN(C2CC1)C=1C=C(C(C#N)=CC1)C#N)S(=O)(=O)C(F)(F)F)O)F (S)-4-(5,5-difluoro-4-hydroxy-3-((trifluoromethyl)sulfonyl)-4,5,6,7-tetrahydro-1H-indole-1-yl)phthalonitrile